BrC1=CC=C(C=C1C1=C(C=CC=C1)Cl)N1C2=CC=CC=C2C=2C=CC=CC12 9-(6-bromo-2'-chloro-[1,1'-biphenyl]-3-yl)-9H-carbazole